(S)-N-(3-(3-bromophenyl)-1-(methylamino)-1-oxopropan-2-yl)-1-(2-chlorobenzyl)-3-phenyl-1H-pyrazole-5-carboxamide BrC=1C=C(C=CC1)C[C@@H](C(=O)NC)NC(=O)C1=CC(=NN1CC1=C(C=CC=C1)Cl)C1=CC=CC=C1